1-((R)-6-fluoro-6,7-dihydro-5H-pyrrolo[1,2-c]imidazol-1-yl)-4-(trimethylsilyl)but-3-yn-1-amine F[C@@H]1CC=2N(C=NC2C(CC#C[Si](C)(C)C)N)C1